4-propyl-3-p-toluenesulfonyl-dihydrofuran-2-one C(CC)C1C(C(OC1)=O)S(=O)(=O)C1=CC=C(C)C=C1